FC1=C(C=C(C=C1)CC(=O)O)O (4-fluoro-3-hydroxyphenyl)acetic acid